(S)-2-cyclopropyl-6-(3,3-difluoro-4-((1-(2,2,2-trifluoroethyl)-1H-pyrazolo[4,3-c]pyridin-6-yl)oxy)pyrrolidin-1-yl)-[4,5'-bipyrimidine]-2',4'(1'H,3'H)-dione C1(CC1)C1=NC(=CC(=N1)C=1C(NC(NC1)=O)=O)N1CC([C@H](C1)OC1=CC2=C(C=N1)C=NN2CC(F)(F)F)(F)F